3-(4-(4-methylpiperazin-1-yl)phenyl)-5-(4-methylpyrid-3-yl)-1H-pyrazolo[4,3-c]pyridazin-6(5H)-one CN1CCN(CC1)C1=CC=C(C=C1)C1=NNC=2C1=NN(C(C2)=O)C=2C=NC=CC2C